N1N=NC(=C1)C1=CC=C2C=3C=CC(=CC3CC2=C1)C=1N=NNC1C(=O)OCC ethyl 4-(7-(1H-1,2,3-triazol-4-yl)-9H-fluoren-2-yl)-1H-1,2,3-triazole-5-carboxylate